N-((1s,3s)-3-((4-methoxy-5-(1-methyl-1H-benzo[d][1,2,3]triazol-6-yl)-7H-pyrrolo[2,3-d]pyrimidin-2-yl)amino)-1-methylcyclobutyl)acetamide COC=1C2=C(N=C(N1)NC1CC(C1)(C)NC(C)=O)NC=C2C=2C=CC1=C(N(N=N1)C)C2